2-Methyl-5-(2-m-tolylamino-pyrimidin-4-yl)-2H-pyrazole-3-carboxylic acid ethyl ester C(C)OC(=O)C=1N(N=C(C1)C1=NC(=NC=C1)NC=1C=C(C=CC1)C)C